C1(CCC1)CNCC1=C2C(=NC(=C1)C#N)C=CN2 7-{[(cyclobutylmethyl)amino]methyl}-1H-pyrrolo[3,2-b]pyridine-5-carbonitrile